FC(F)(F)N1S(=S)(=O)C2=CC=CC=C2C1=O.[Ag] silver trifluoromethylthiosaccharin